COC1=NC(=NC(=C1)OC)N1C(SC2=C1C=C(C(=C2)F)N2C(OC(C2=O)=C(C)C)=O)=O (3-(4,6-dimethoxypyrimidin-2-yl)-6-fluoro-2-oxo-2,3-dihydrobenzothiazol-5-yl)-5-(isopropylidene)oxazolidine-2,4-dione